(1R,2S,5S)-3-(2-{[4-(benzyloxy)phenyl]formamido}acetyl)-1-methyl-3-azabicyclo[3.1.0]-hexane-2-carboxylic acid C(C1=CC=CC=C1)OC1=CC=C(C=C1)C(=O)NCC(=O)N1[C@@H]([C@@]2(C[C@@H]2C1)C)C(=O)O